1-[4-(2,3-Dimethylphenyl)piperazin-1-yl]-2-{(3bR,4aR)-3-[(3R,4R)-4-hydroxy-3-methylpiperidin-1-carbonyl]-3b,4,4a,5-tetrahydro-1H-cyclopropa[3,4]cyclopenta[1,2-c]pyrazol-1-yl}ethan-1-on CC1=C(C=CC=C1C)N1CCN(CC1)C(CN1N=C(C2=C1C[C@@H]1[C@H]2C1)C(=O)N1C[C@H]([C@@H](CC1)O)C)=O